Cl[P@@](=O)(OC1=CC=CC=C1)N[C@@H](C)C(=O)OC METHYL ((S)-CHLORO(PHENOXY)-PHOSPHORYL)-L-ALANINATE